(R)-1-Phenyl-N-propylpentan-2-amine C1(=CC=CC=C1)C[C@@H](CCC)NCCC